O1CCC(=CC1)C1=NC(=CC(=N1)NC1=CC=C(C=C1)OC)C1=CC=CC=C1 (3,6-dihydro-2H-pyran-4-yl)-N-(4-methoxyphenyl)-6-phenyl-pyrimidin-4-amine